4-bromo-1-(trifluoromethyl)pyrazole BrC=1C=NN(C1)C(F)(F)F